4,6-diphenyl-1,3,5-triazin-2(1H)-one C1(=CC=CC=C1)C1=NC(NC(=N1)C1=CC=CC=C1)=O